(3-((1R)-1-((3-methyl-7-(1-methylpiperidin-3-yl)-4-oxo-3,4-dihydro-phthalazin-1-yl)amino)ethyl)-5-(trifluoromethyl)phenyl)acetamide CN1N=C(C2=CC(=CC=C2C1=O)C1CN(CCC1)C)N[C@H](C)C=1C=C(C=C(C1)C(F)(F)F)CC(=O)N